2-(cyclohexyldisulfanyl)-5-methyl-1,3,4-thiadiazole C1(CCCCC1)SSC=1SC(=NN1)C